2,2-DIMETHYLBUT-3-ENOIC ACID CC(C(=O)O)(C=C)C